(3R)-3-amino-5-[(4-chlorophenyl)methyl]-7-[5-[5,5-difluoro-1-(2-hydroxyethyl)-3-piperidyl]-1,3,4-oxadiazol-2-yl]-8-fluoro-1,1-dioxo-2,3-dihydro-1λ6,5-benzo-thiazepin-4-one N[C@H]1CS(C2=C(N(C1=O)CC1=CC=C(C=C1)Cl)C=C(C(=C2)F)C=2OC(=NN2)C2CN(CC(C2)(F)F)CCO)(=O)=O